(9S)-9-[4-(2-fluoro-4-methylphenoxy)phenyl]-3,4,6,7,8,9-hexahydropyrido[2,1-c][1,2,4]thiadiazine 2,2-dioxide FC1=C(OC2=CC=C(C=C2)[C@@H]2CCCN3C2=NS(CC3)(=O)=O)C=CC(=C1)C